FC=1C=C(OC2CN(C2)C(=O)OC(C)(C)C)C=CC1[N+](=O)[O-] tert-butyl 3-(3-fluoro-4-nitrophenoxy)azetidine-1-carboxylate